N-[2,6-bis(phenyl-d5)phenyl]amine C1(=C(C(=C(C(=C1[2H])[2H])[2H])[2H])[2H])C1=C(C(=CC=C1)C1=C(C(=C(C(=C1[2H])[2H])[2H])[2H])[2H])N